OC(O)N(C(=O)N)C(=O)C=C dihydroxymethyl-acryl-urea